Cl.N1(CCCC1)CC=1C=C(OCCCNC2=NS(C3=C2C=CC=C3)(=O)=O)C=CC1 N-(3-(3-(1-pyrrolidinyl-methyl)phenoxy)propyl)-1,2-benzisothiazol-3-amine 1,1-dioxide HCl